COC1=CC=C(C=C1)C1=CC(=NN1)NC1=C(C=C(C=C1)NC(OC)=O)C methyl (4-((5-(4-methoxyphenyl)-1H-pyrazol-3-yl)amino)-3-methylphenyl)carbamate